(R)-4-(5H-imidazo[5,1-a]isoindol-5-yl)tetrahydro-2H-pyran-4-ol C=1N=CN2C1C1=CC=CC=C1[C@@H]2C2(CCOCC2)O